6-(2,4-dichlorophenyl)-N-(4-(4-ethylpiperazin-1-yl)-3-fluorophenyl)-8,9-dihydroimidazo[1',2':1,6]pyrido[2,3-d]pyrimidin-2-amine ClC1=C(C=CC(=C1)Cl)C1=CC2=C(N=C(N=C2)NC2=CC(=C(C=C2)N2CCN(CC2)CC)F)N2C1=NCC2